3-(3-(4-chlorophenyl)-4-thiazolinonyl)-N-(4-phenylbutyl)benzamide tert-butyl-Rac-(3S)-3-methyl-6-[2-[Rac-(3S)-1-methyl-3-piperidyl]Indazol-5-Yl]-3,4-dihydro-2H-pyridine-1-carboxylate C(C)(C)(C)OC(=O)N1C[C@H](CC=C1C1=CC2=CN(N=C2C=C1)[C@@H]1CN(CCC1)C)C.ClC1=CC=C(C=C1)N1C(SC=C1C=1C=C(C(=O)NCCCCC2=CC=CC=C2)C=CC1)=O |r|